N1COCC2=C1C=CC=C2 1,2-dihydro-(4H)-3,1-benzoxazine